4-[5-Fluoro-2-(1-methylpyrazol-4-yl)-1H-pyrrolo[2,3-b]pyridin-4-yl]piperidine dihydrochloride salt Cl.Cl.FC=1C(=C2C(=NC1)NC(=C2)C=2C=NN(C2)C)C2CCNCC2